2-[2-[[4-(trifluoromethyl)-2-pyridyl]oxy]phenyl]acetic acid FC(C1=CC(=NC=C1)OC1=C(C=CC=C1)CC(=O)O)(F)F